tert-butyl 4-(4-(4-((5-(1-methylcyclopropyl)-1,2,4-oxadiazole-3-carboxamido)methyl)-3-(trifluoromethyl)phenyl)pyridin-3-yl)piperazine-1-carboxylate CC1(CC1)C1=NC(=NO1)C(=O)NCC1=C(C=C(C=C1)C1=C(C=NC=C1)N1CCN(CC1)C(=O)OC(C)(C)C)C(F)(F)F